7,7'-[(2,7-diazaspiro[3.5]nonane-7-carbonyl)azanediyl]di(heptanoate) C1NCC12CCN(CC2)C(=O)N(CCCCCCC(=O)[O-])CCCCCCC(=O)[O-]